CO[AlH2].[Li] lithium methoxyaluminum hydride